BrC=1C(=NN(C1C(F)(F)F)C1=NC(=CC=C1)Cl)C 2-(4-bromo-3-methyl-5-(trifluoromethyl)pyrazol-1-yl)-6-chloropyridine